N-(2-Isopropyl-4-(methylthio)pyridin-3-yl)-2-nitroacetamide C(C)(C)C1=NC=CC(=C1NC(C[N+](=O)[O-])=O)SC